5-[4-[2-(1H-indol-3-yl)ethylamino]-7,8-dihydro-6H-pyrimido[5,4-b][1,4]oxazin-2-yl]-1-methyl-pyridin-2-one N1C=C(C2=CC=CC=C12)CCNC1=NC(=NC2=C1OCCN2)C=2C=CC(N(C2)C)=O